diethyl 2-cyano-2,3-di-sec-butylsuccinate C(#N)C(C(=O)OCC)(C(C(=O)OCC)C(C)CC)C(C)CC